NC1=C(C(=C(OC=2C=CC(=C(C#N)C2)F)C=C1)C(F)(F)F)C#C 5-(4-amino-3-ethynyl-2-(trifluoromethyl)phenoxy)-2-fluorobenzonitrile